C(C)OC(C(C(C)=O)NNC1=CC=C(C=C1)OC1=CC=NC2=CC(=C(C=C12)OC)OC)=O 2-{2-[4-(6,7-dimethoxyquinoline-4-oxy)phenyl]hydrazino}-3-oxo-butanoic acid ethyl ester